3-((1-(2-Methoxyethyl)-1H-pyrazole-4-yl)methyl)-N-(1-methylcyclopropyl)-2,4-dioxo-1,2,3,4-tetrahydrothieno[2,3-d]Pyrimidine-6-sulfonamide COCCN1N=CC(=C1)CN1C(NC2=C(C1=O)C=C(S2)S(=O)(=O)NC2(CC2)C)=O